NC1=CC2=C(N(C(N2)=O)C)C=C1 5-amino-1-methyl-2,3-dihydro-1H-benzo[d]imidazol-2-one